N1C=NC=C1C1=C(N=C2N1C=C(C=N2)O)C2=NC(=NN2)C(F)(F)F 3-(1H-imidazol-5-yl)-2-[3-(trifluoromethyl)-1H-1,2,4-triazol-5-yl]imidazo[1,2-a]pyrimidin-6-ol